(2S,5S)-5-((S)-2-Benzoylamino-3-ethyl-pentanoylamino)-4-oxo-1,2,4,5,6,7-hexahydro-azepino[3,2,1-hi]indole-2-carboxylic acid (1H-[1,2,3]triazol-4-ylmethyl)-amide N1N=NC(=C1)CNC(=O)[C@H]1N2C3=C(C=CC=C3C1)CC[C@@H](C2=O)NC([C@H](C(CC)CC)NC(C2=CC=CC=C2)=O)=O